N(=[N+]=[N-])CCCOC=1C=C2C(=CC=NC2=CC1)C(=O)NCC(=O)N1[C@@H](CC(C1)(F)F)C#N (S)-6-(3-azidopropoxy)-N-(2-(2-cyano-4,4-difluoropyrrolidin-1-yl)-2-oxoethyl)quinoline-4-carboxamide